C1(CC1)C=1C=NC(=NC1)NC1CN(CC1)C1=NC=NC2=CC=CC=C12 4-(3-((5-cyclopropylpyrimidin-2-yl)amino)pyrrolidin-1-yl)quinazolin